4-chlorobenzyl (S)-(4-(1-(4-cyclopropyloxazole-5-carboxamido)eth-yl)phenyl)carbamate C1(CC1)C=1N=COC1C(=O)N[C@@H](C)C1=CC=C(C=C1)NC(OCC1=CC=C(C=C1)Cl)=O